The molecule is a steroid sulfate that is 21-hydroxypregnenolone in which both hydroxy hydrogens have been replaced by sulfo groups. It has a role as a human blood serum metabolite. It is a steroid sulfate and a 20-oxo steroid. It derives from a 21-hydroxypregnenolone. It is a conjugate acid of a 21-hydroxypregnenolone disulfate anion and a 21-hydroxypregnenolone disulfate(2-). C[C@]12CC[C@H]3[C@H]([C@@H]1CC[C@@H]2C(=O)COS(=O)(=O)O)CC=C4[C@@]3(CC[C@@H](C4)OS(=O)(=O)O)C